C1(=CC=CC=C1)N(C1=CC=CC=C1)[Zr] (diphenylamino)zirconium